FC1=C2C=NN(C2=CC=C1N1C(NC(C1(C)C)=O)=O)C (4-fluoro-1-methyl-1H-indazol-5-yl)-5,5-dimethylimidazolidine-2,4-dione